6-cyclopropyl-N-[(3S)-9-fluoro-2-oxo-5-phenyl-2,3-dihydro-1H-1,4-benzodiazepine-3-yl]-2-(2-fluorophenyl)-5H,6H,7H-pyrazolo[3,2-b][1,3]Oxazine-3-carboxamide C1(CC1)C1CN2C(OC1)=C(C(=N2)C2=C(C=CC=C2)F)C(=O)N[C@@H]2C(NC1=C(C(=N2)C2=CC=CC=C2)C=CC=C1F)=O